(Z)-2-fluoro-3-((3-(4-fluorobutyl)-2-methyl-7-(methylthio)-1,1-dioxido-5-phenyl-2,3,4,5-tetrahydrobenzo[f][1,2,5]thiadiazepin-8-yl)oxy)acrylic acid F\C(\C(=O)O)=C/OC1=CC2=C(N(CC(N(S2(=O)=O)C)CCCCF)C2=CC=CC=C2)C=C1SC